L-(+)-ornithine monohydrochloride [2H]C([2H])([C@@H](C(=O)O)N)C([2H])([2H])C([2H])([2H])N.Cl